C1(CCCC1)COC=1C=C(N)C=CC1N1CCN(CC1)C 3-(cyclopentylmethoxy)-4-(4-methylpiperazin-1-yl)aniline